2-((4,5-difluoro-2-methylphenyl)amino)-N-(6-methoxy-2-methylpyridin-3-yl)-5-(trifluoromethyl)benzamide FC1=CC(=C(C=C1F)NC1=C(C(=O)NC=2C(=NC(=CC2)OC)C)C=C(C=C1)C(F)(F)F)C